C(=O)(OC(C)(C)C)N1CCC(CC1)OC1CC(C1)CO N-Boc-4-((1s,3s)-3-(hydroxymethyl)cyclobutoxy)piperidine